C(C1=CC=CC=C1)OCC(CC(C(=O)[O-])CC1CCC(CC1)C)(CC(C(=O)[O-])CC1CCC(CC1)C)C 2-((benzyloxy) methyl)-2-methylpropan-1,3-diylbis(3-(4-methylcyclohexyl)-propionate)